O=C1NC(CCC1N1C(C2=CC(=CC(=C2C1)N1CCN(CC1)CCNC(OC(C)(C)C)=O)F)=O)=O tert-butyl (2-(4-(2-(2,6-dioxopiperidin-3-yl)-6-fluoro-1-oxoisoindolin-4-yl)-piperazin-1-yl)ethyl)carbamate